C(C)(=O)OC=1N=CC2=C(N=C(C=C2C1)C=1C=NC=CC1C)N 8-amino-6-(4-methyl-3-pyridinyl)-2,7-naphthyridin-3-yl acetate